NC=1C(=NC=C(C1)C(F)(F)F)OC1C=2C3=C(C1=CC2)C=C(C=C3)OC3=NC=C(C=C3N)C(F)(F)F 3,6-bis(3-amino-5-trifluoromethyl-2-pyridyloxy)benzonorborneneN